tert-butyl 4-(3-(2,6-dioxopiperidin-3-yl)-5-fluoro-1-methyl-1H-indazol-6-yl)piperazine-1-carboxylate O=C1NC(CCC1C1=NN(C2=CC(=C(C=C12)F)N1CCN(CC1)C(=O)OC(C)(C)C)C)=O